tert-butyl 3-[4-(5-chloro-2-fluoro-anilino)quinazolin-6-yl]azetidine-1-carboxylate ClC=1C=CC(=C(NC2=NC=NC3=CC=C(C=C23)C2CN(C2)C(=O)OC(C)(C)C)C1)F